ClC=1C=CC=C2C(=C(C(=CC12)C1=C(C=CC(=C1)C)S(=O)(=O)N)C(=O)C1=C(C=CC(=C1)F)Cl)C#N [8-chloro-3-[(2-chloro-5-fluorophenyl)carbonyl]-4-cyano-2-naphthyl]-4-methylbenzenesulfonamide